ClC1=C(C=CC=C1)C1=C(C(=NC2=CC(=CN=C12)C1=C(N=CS1)C)N1CC2(CN(C2)C(C=C)=O)CC1)C#N (P)-4-(2-chlorophenyl)-7-(4-methyl-1,3-thiazol-5-yl)-2-(2-(2-propenoyl)-2,6-diazaspiro[3.4]octan-6-yl)-1,5-naphthyridine-3-carbonitrile